1-(3-{5-[(R)-hydroxy-(4-isopropyl-phenyl)-(3-methyl-azetidin-3-yl)-methyl]-pyridin-3-yl}-[1,2,4]Oxadiazol-5-yl)-2-methyl-propan-2-ol, hydrochloride Cl.O[C@@](C=1C=C(C=NC1)C1=NOC(=N1)CC(C)(O)C)(C1(CNC1)C)C1=CC=C(C=C1)C(C)C